NC1=NC=C(C=C1C#N)B1OC(C(O1)(C)C)(C)C 2-amino-5-(4,4,5,5-tetramethyl-1,3,2-dioxaborolan-2-yl)pyridine-3-carbonitrile